4-butoxythiophene C(CCC)OC=1C=CSC1